N-(isoindolin-5-yl(phenyl)methyl)-2-oxo-6-(trifluoromethyl)-1,2-dihydropyridine-3-carboxamide C1NCC2=CC(=CC=C12)C(NC(=O)C=1C(NC(=CC1)C(F)(F)F)=O)C1=CC=CC=C1